O=C1N(C(C=C1)=O)CCOCCOC(=O)N[C@@H](C(C)C)C(=O)O ((2-(2-(2,5-Dioxo-2,5-dihydro-1H-pyrrol-1-yl)ethoxy)ethoxy)carbonyl)-L-valine